ethyl 2-(7-(hydroxymethyl)-4,5-dihydro-3H-benzo[e]indazol-3-yl)-3-methylbutanoate OCC1=CC2=C(C=3C=NN(C3CC2)C(C(=O)OCC)C(C)C)C=C1